CC1(CC(CC(C1)C)NC(C(C)C)S(=O)(=O)O)C 3,3,5-trimethyl-cyclohexylamino-2-methylpropane-1-sulfonic acid